FC=1C=CC(=NC1)C1CCC2=NN(C(N21)=O)COCC[Si](C)(C)C 5-(5-fluoropyridin-2-yl)-2-((2-(trimethylsilyl)ethoxy)methyl)-2,5,6,7-tetrahydro-3H-pyrrolo[2,1-c][1,2,4]triazol-3-one